1-((tert-butyldimethylsilyl)oxy)propan-3,3,3-d3-2-ol [Si](C)(C)(C(C)(C)C)OCC(C([2H])([2H])[2H])O